(S)-2-(3-((6,7-dihydro-5H-pyrrolo[1,2-b][1,2,4]triazol-5-yl)methoxy)pyridin-4-yl)-3-((3-fluoro-2-methoxyphenyl)amino)-1,5,6,7-tetrahydro-4H-pyrrolo[3,2-c]pyridin-4-one N1=C2N(N=C1)[C@@H](CC2)COC=2C=NC=CC2C2=C(C=1C(NCCC1N2)=O)NC2=C(C(=CC=C2)F)OC